itaconic acid anion C(C(=C)CC(=O)[O-])(=O)[O-]